BrC=1C=C(C(=O)N2C[C@H](OCC2)C2=CC(=NC=3N2N=CN3)C)C=CC1C(F)(F)F (2S)-4-[3-Bromo-4-(trifluoromethyl)benzoyl]-2-{5-methyl-[1,2,4]triazolo[1,5-a]pyrimidin-7-yl}morpholine